2-(cyanomethyl)-benzimidazole C(#N)CC=1NC2=C(N1)C=CC=C2